C1(=CC=C(C=C1)OC=COC1=CC=C(C=C1)C)C 1,2-bis(p-tolyloxy)ethanen